tert-butyl (4-(6-(4,4,5,5-tetramethyl-1,3,2-dioxaborolan-2-yl)-3,4-dihydroisoquinolin-2(1H)-yl)cyclohexyl)carbamate CC1(OB(OC1(C)C)C=1C=C2CCN(CC2=CC1)C1CCC(CC1)NC(OC(C)(C)C)=O)C